[Cl-].[Ca+2].[Fe](Cl)(Cl)Cl.[Cl-] ferric chloride calcium chloride